OCC(CO)OCC(COC(CO)CO)(COC(CO)CO)COCC(COC1=CC=C(C=C1)\C=C\C1=CC(=CC(=C1)OC)OC)(CO)CO (E)-2,2'-((2-(((1,3-dihydroxypropane-2-yl)oxy)methyl)-2-((3-(4-(3,5-dimethoxystyryl)phenoxy)-2,2-bis(hydroxymethyl)propoxy)methyl)propane-1,3-diyl)bis(oxy))bis(propane-1,3-diol)